3-(4-Acetoxybenzoylamino)-4-oxopiperidine-1-carboxylic acid tert-butyl ester C(C)(C)(C)OC(=O)N1CC(C(CC1)=O)NC(C1=CC=C(C=C1)OC(C)=O)=O